C(CCCCCCCCCCCCCCC(C)C)(=O)O.OCC(O)CO Glycerin isostearate